C(C)[C@]1(C(OCC=2C(N3CC=4C(=NC=5C=CC(=CC5C4)OC)C3=CC21)=O)=O)O (S)-4-ethyl-4-hydroxy-9-methoxy-1,12-dihydro-14H-pyrano[3',4':6,7]indolizino[1,2-b]quinoline-3,14(4H)-dione